[Ti].[Ba] Barium Titanium